1-(4-nitrophenyl)sulfonyl-piperazine [N+](=O)([O-])C1=CC=C(C=C1)S(=O)(=O)N1CCNCC1